methyl 6-(3-buten-1-yl)-2-(4,4-difluoroazepan-1-yl)nicotinate C(CC=C)C1=NC(=C(C(=O)OC)C=C1)N1CCC(CCC1)(F)F